C(C)N(C(C1=CC=CC=C1)=O)CC N,N-diethyl-benzamide